1,3,3,4,4,5,5,6,6-nonafluoro-2-(perfluoro-tert-butyl)-1-cyclohexene FC1=C(C(C(C(C1(F)F)(F)F)(F)F)(F)F)C(C(F)(F)F)(C(F)(F)F)C(F)(F)F